C(C)(C)OC(=O)C1=C(N=NC(=C1)C)O 3-hydroxy-6-methylpyridazine-4-carboxylic acid isopropyl ester